2-Meth-oxy-4-(1h-pyrazol-1-yl)aniline COC1=C(N)C=CC(=C1)N1N=CC=C1